C(=C/CC)/C=1C(=C2C=NNC2=CC1C)C1=C(C=2N=C(N=C(C2C=N1)N1C[C@@](CCC1)(O)C)OC[C@]12CCCN2C[C@@H](C1)F)F (3R)-1-(7-(5-((Z)-but-1-en-1-yl)-6-methyl-1H-indazol-4-yl)-8-fluoro-2-(((2R,7aS)-2-fluorotetrahydro-1H-pyrrolizin-7a(5H)-yl)methoxy)pyrido[4,3-d]pyrimidin-4-yl)-3-methylpiperidin-3-ol